phenyl-alpha-naphthyl-amine C1(=CC=CC=C1)NC1=CC=CC2=CC=CC=C12